C[SeH](C)SS[SeH](C)C dimethyl-selenyldisulfide